FC1=CC(=C(C=C1)C1=CC(=CC=C1)C=1OC2=C(N1)C=C(C=C2C(F)(F)F)C2OC2)C2=NN=CN2C 2-(4'-Fluoro-2'-(4-methyl-4H-1,2,4-triazol-3-yl)-[1,1'-biphenyl]-3-yl)-5-(oxiran-2-yl)-7-(trifluoromethyl)benzo[d]oxazole